2-chloroacetophenone ClCC(=O)C1=CC=CC=C1